ClC1=NC(=NC=C1)[C@@H]1[C@H](C1)C(=O)NC1=NC=NC(=C1)NCC=1N=C2N(C=C(C=C2N2C(N(C(C2)=O)C)=O)C2CC2)C1 |r| rac-(1S*,2S*)-2-(4-chloropyrimidin-2-yl)-N-(6-(((6-cyclopropyl-8-(3-methyl-2,4-dioxoimidazolidin-1-yl)imidazo[1,2-a]pyridin-2-yl)methyl)amino)pyrimidin-4-yl)cyclopropane-1-carboxamide